(R)-2-ethyl-4-(5-isopropoxy-6-methoxybenzo[b]thiophen-2-yl)-4-oxobutanoic acid C(C)[C@@H](C(=O)O)CC(=O)C1=CC2=C(S1)C=C(C(=C2)OC(C)C)OC